methoxy-5-(methylcarbamoyl)nicotinic acid COC1=C(C(=O)O)C=C(C=N1)C(NC)=O